CCCCCCCCCCCCCCCCCCCCCCCCC(C(=O)N[C@@H](COP(=O)(O)O[C@@H]1[C@@H]([C@@H]([C@H]([C@@H]([C@H]1OC2[C@H]([C@H]([C@@H]([C@H](O2)COP(=O)(O)OC3[C@@H]([C@H](C([C@H]([C@H]3O)O)O)O)O)O)O)O)O)O)O)O)[C@@H](CCCCCCCCCCCCCCCCC)O)O The molecule is an inositol phosphomannosylinositol phosphoceramide compound having a hexacosaonyl group attached to the ceramide nitrogen, with no hydroxylation at C-4 of the long-chain base, and hydroxylation at C-2 of the very-long-chain fatty acid. It derives from a Man-beta1-2-Ins-1-P-Cer(d20:0/2-OH-26:0).